CC=1N=C2N(C=C(C=C2)N)C1 methyl-imidazo[1,2-a]pyridin-6-amine